ClC=1C=C(C=C(C1C1(CC(=C(C2=CC=CC=C12)N)\N=N\[H])S(=O)(=O)N)Cl)C1=CC(=C(C(=C1)Cl)C1(CC(=C(C2=CC=CC=C12)N)\N=N\[H])S(=O)(=O)N)Cl 1,1'-(3,3',5,5'-tetrachloro[1,1'-biphenyl]-4,4'-diyl)bis{4-amino-3-[(E)-diazenyl]naphthalene-1-sulfonamide}